(R)-2-Hydroxy-N-(4-(4-(6-methyl-2-(2-methylmorpholinyl)pyrimidin-4-yl)-1H-pyrazol-1-yl)-3-(6-azaspiro[2.5]octan-6-yl)phenyl)-2-hydroxyethane-1-sulfonamide OC(CS(=O)(=O)NC1=CC(=C(C=C1)N1N=CC(=C1)C1=NC(=NC(=C1)C)N1C[C@H](OCC1)C)N1CCC2(CC2)CC1)O